CNN1COCC=C1C(F)(F)F 1-(methylamino)-3-oxa-6-(trifluoromethyl)-3H-pyridine